2-(2-methylbutyl)-2-(2-ethylbutyl)-1,3-dimethoxypropane CC(CC(COC)(COC)CC(CC)CC)CC